1-(2-(1,4-oxazepan-4-yl)ethyl)-N-(bicyclo[1.1.1]pentan-1-yl)-6-cyclobutyl-4-hydroxy-2-oxo-1,2-dihydro-1,8-naphthyridine-3-carboxamide O1CCN(CCC1)CCN1C(C(=C(C2=CC(=CN=C12)C1CCC1)O)C(=O)NC12CC(C1)C2)=O